C(#N)C=1C=C(CC=2NC(=NN2)C(=O)OCC)C=CC1 Ethyl 5-(3-cyanobenzyl)-4H-1,2,4-triazol-3-carboxylate